diethoxyaluminum lithium hydride [H-].[Li+].C(C)O[Al+]OCC.[H-]